COC1=NC=C(C=C1S=S(=O)([O-])C1=C(C=C(C=C1)F)F)C=1C=C2C(=NC=NC2=CC1)N1CCN(CC1)C(\C=C\C(C)=O)=O (E)-S-(2-methoxy-5-(4-(4-(4-oxopent-2-enoyl)piperazin-1-yl)quinazoline-6-yl)pyridin-3-yl)2,4-difluorophenylthiosulfonate